N1CC(=CC2=CC=CN=C12)C#N 1,2-dihydro-1,8-naphthyridine-3-carbonitrile